N=1C=C(N2C1C=CC=C2)C(=O)N2[C@@H](C1=C(CC2)C(=CS1)C(=O)NC1=CC(=CC(=C1)C(F)(F)F)N1C=NC(=C1)C)C (R)-6-(imidazo[1,2-a]pyridine-3-carbonyl)-7-methyl-N-(3-(4-methyl-1H-imidazol-1-yl)-5-(trifluoromethyl)phenyl)-4,5,6,7-tetrahydrothieno[2,3-c]pyridine-3-carboxamide